C1(CCC1)C=1C(=NN(C1NC(OC1CC(C1)(F)F)=O)C)C1(CC(C1)(F)F)C 3,3-difluorocyclobutyl (4-cyclobutyl-3-(3,3-difluoro-1-methylcyclobutyl)-1-methyl-1H-pyrazol-5-yl)carbamate